Di-(2-hydroxyethyl)-5,5-dimethylhydantoin OCCN1C(N(C(C1=O)(C)C)CCO)=O